FC(C1=NN=C(O1)C=1C=CC(=NC1)CN1C(C2=C(C=CC=C2C(C1=O)(C)C)C1=CC=NC=C1)=O)F 2-((5-(5-(difluoromethyl)-1,3,4-oxadiazole-2-yl)pyridine-2-yl)methyl)-4,4-dimethyl-8-(pyridine-4-yl)isoquinoline-1,3(2H,4H)-dione